CC(CCCCCC)OC(CCCCCN(CCCCCCNC(=O)C1CC(CC(C1)C(NCCCCCCN(CCCCCC(OC(C)CCCCCC)=O)CCCCCC(OC(C)CCCCCC)=O)=O)C(=O)O)CCCCCC(OC(C)CCCCCC)=O)=O cis,cis-3,5-Bis((6-(bis(6-(octan-2-yloxy)-6-oxohexyl)amino)hexyl)carbamoyl)cyclohexane-1-carboxylic acid